4-chloro-1,3-dioxol-2-one ClC=1OC(OC1)=O